FC=1C=C(C=CC1OC1=CC=NC2=CC(=CN=C12)OC)NC(=O)C1=C(N(C(=C(C1=O)C1=CC(=C(C=C1)F)C)C)C)C N-[3-fluoro-4-[(7-methoxy-1,5-naphthyridin-4-yl)oxy]phenyl]-5-(4-fluoro-3-methylphenyl)-1,2,6-trimethyl-4-oxopyridine-3-carboxamide